(S)-6-[3-(aminomethyl)azetidin-1-yl]-N2-[1-(4-fluorophenyl)ethyl]-N4-(pyrazin-2-yl)pyrimidine-2,4-diamine NCC1CN(C1)C1=CC(=NC(=N1)N[C@@H](C)C1=CC=C(C=C1)F)NC1=NC=CN=C1